C1(CC1)[C@H](COC)N(C(C(=O)N)=O)CC1=NC=C(C=C1)C(F)(F)F (R)-N1-(1-cyclopropyl-2-methoxyethyl)-N1-((5-(trifluoromethyl)pyridin-2-yl)methyl)oxalamide